N-((5-fluoro-2,3-dihydrobenzofuran-4-yl)methyl)-8-(5-methyl-[1,2,4]triazolo[4,3-a]pyridin-8-yl)-[1,2,4]triazolo[4,3-c]pyrimidin-5-amine FC=1C=CC2=C(CCO2)C1CNC1=NC=C(C=2N1C=NN2)C=2C=1N(C(=CC2)C)C=NN1